7-[(3S,5S)-3,5-dimethylpiperazin-1-yl]-2-methoxy-N-(2-methylindazol-5-yl)-1,3-benzothiazole-4-carboxamide C[C@H]1CN(C[C@@H](N1)C)C=1C=CC(=C2N=C(SC21)OC)C(=O)NC2=CC1=CN(N=C1C=C2)C